6-(dimethylamino)-2-fluorobenzonitrile CN(C1=CC=CC(=C1C#N)F)C